FC=1C=CC=C2C(C(NC12)=O)=O 7-fluoro-2,3-indoledione